C(C)OC(=O)C1=C(N=C(S1)NC1=NC(=CC(=N1)C1=CC=C(C=C1)C(=O)OC)N1CCC(CC1)O)C 2-[4-(4-(Methoxycarbonyl)phenyl)-6-(4-hydroxy-piperidin-1-yl)-pyrimidin-2-ylamino]-4-methylthiazole-5-carboxylic acid ethyl ester